succinic acid bis(3,7-dimethyl-oct-2,6-dien-1-yl) ester CC(=CCOC(CCC(=O)OCC=C(CCC=C(C)C)C)=O)CCC=C(C)C